N-[4-fluoro-2-methyl-5-[[1-(2-methylpropyl)pyrazol-3-yl]carbamoyl]phenyl]-2-methyl-1,3-thiazole-5-carboxamide FC1=CC(=C(C=C1C(NC1=NN(C=C1)CC(C)C)=O)NC(=O)C1=CN=C(S1)C)C